indole-2,4,5,6,7-d5 N1C(=CC2=C(C(=C(C(=C12)[2H])[2H])[2H])[2H])[2H]